N-tert-butyl-4-[5-(1-ethylpyrazol-4-yl)benzimidazol-1-yl]-2,6-dimethoxy-benzamide C(C)(C)(C)NC(C1=C(C=C(C=C1OC)N1C=NC2=C1C=CC(=C2)C=2C=NN(C2)CC)OC)=O